C[C@H](CCCC)O (R)-2-hexanol